COC1=C(C=C(C(=O)OCN2/C(/C=C(C(=C2)C(NC)=O)NC2=C(C(=CC=C2)C=2N=NN(N2)C)OC)=N/C(=O)C2CC2)C=C1)OP(=O)(O)O (E)-(2-((Cyclopropanecarbonyl)imino)-4-((2-methoxy-3-(2-methyl-2H-tetrazol-5-yl)phenyl)amino)-5-(methylcarbamoyl)pyridin-1(2H)-yl)methyl 4-methoxy-3-(phosphonooxy)benzoate